4'-Chloro-5'-(7-(2-oxopiperazin-1-yl)-1H-indol-3-yl)-1',2'-dihydrospiro[cyclopentane-1,3'-pyrrolo[2,3-b]pyridine]-3-carboxamide ClC1=C2C(=NC=C1C1=CNC3=C(C=CC=C13)N1C(CNCC1)=O)NCC21CC(CC1)C(=O)N